FC(C1=C(C(=NN1C)C(F)(F)F)CS(=O)(=O)C1=NOC(C1)(C)C)F 3-({[5-(difluoromethyl)-1-methyl-3-(trifluoromethyl)-1H-pyrazole-4-yl]methyl}sulfonyl)-5,5-dimethyl-4,5-dihydro-1,2-oxazole